N-(1-acetylazetidin-3-yl){3-[2-({[3-fluoro-1-(3-fluoro(2-pyridyl))cyclobutyl]methyl}amino)pyrimidin-5-yl]phenyl}carboxamide C(C)(=O)N1CC(C1)NC(=O)C1=CC(=CC=C1)C=1C=NC(=NC1)NCC1(CC(C1)F)C1=NC=CC=C1F